FC=1C=C(C=NC1C)NC(=N)C1(CCN(CC1)C1=C(N=C2C(=N1)NN=C2C2=CC=C(C=C2)F)CO)C N-(5-fluoro-6-methylpyridin-3-yl)-1-(3-(4-fluorophenyl)-5-hydroxymethyl-1H-pyrazolo[3,4-b]pyrazin-6-yl)-4-methylpiperidine-4-carboximidamide